(S)-1-BOC-2-piperidinacetic acid C(=O)(OC(C)(C)C)N1[C@@H](CCCC1)CC(=O)O